ClC1=CC=C2C(C(=CN(C2=N1)C1=NC=NS1)C(=O)O)=O 7-chloro-4-oxo-1-(1,2,4-thiadiazol-5-yl)-1,4-dihydro-1,8-naphthyridine-3-carboxylic acid